3-formyl-1H-pyrazol-1-yl-cyclohexylcarboxylic acid methyl ester COC(=O)C1(CCCCC1)N1N=C(C=C1)C=O